6-[3-(Hydroxymethyl)phenyl]-N-[(2-oxo-1H-pyridin-3-yl)sulfonyl]-2-[(4S)-2,2,4-trimethylpyrrolidin-1-yl]pyridin-3-carboxamid OCC=1C=C(C=CC1)C1=CC=C(C(=N1)N1C(C[C@@H](C1)C)(C)C)C(=O)NS(=O)(=O)C=1C(NC=CC1)=O